dicalcium orthophosphate P(=O)([O-])([O-])[O-].[Ca+2].[Ca+2]